(E)-3-(3,5-dichloro-4-(4-hydroxy-3-isopropylbenzyl)phenyl)-2-methylacryloyl chloride ClC=1C=C(C=C(C1CC1=CC(=C(C=C1)O)C(C)C)Cl)/C=C(/C(=O)Cl)\C